ClC=1C=C(N=NC1)C=1C=C(C=CC1C)NC(=O)N1[C@H]2C[C@@H](C[C@@]1(C2)C2=NC(=NO2)C)C (1R,3S,5S)-N-(3-(5-chloropyridazin-3-yl)-4-methylphenyl)-3-methyl-1-(3-methyl-1,2,4-oxadiazol-5-yl)-6-azabicyclo[3.1.1]heptane-6-carboxamide